C(#N)C1=NC=C(C(=C1)C1=CC=2N(C=C1)N=C(C2)NC(=O)C2CC2)O[C@H]2CN(CCC2)C (R)-N-(5-(2-cyano-5-((1-methylpiperidin-3-yl)oxy)pyridin-4-yl)pyrazolo[1,5-a]pyridin-2-yl)cyclopropanecarboxamide